C(C1=CC=CC=C1)N1CC2CCC(C1)N2 3-benzyl-3,8-diazabicyclo[3.2.1]octane